ClC1=NC(=C(C(=N1)Cl)C(C)C)Cl 2,4,6-trichloro-5-isopropylpyrimidine